ClC1=C(C=C(C=C1)F)C1(N(CC2=C3CCNC3=CC(=C21)[N+](=O)[O-])CC2=CC=C(C=C2)OC)O 3-(2-Chloro-5-fluorophenyl)-3-hydroxy-2-(4-methoxybenzyl)-4-nitro-2,3,6,8-tetrahydropyrrolo[3,4-e]indole